3-[(1S,3R)-3-[[4-(oxetan-3-yloxy)-5-(trifluoromethyl)pyrimidin-2-yl]amino]cyclohexyl]-6,8-dihydro-5H-[1,2,4]triazolo[4,3-a]pyrazine-7-carbonitrile O1CC(C1)OC1=NC(=NC=C1C(F)(F)F)N[C@H]1C[C@H](CCC1)C1=NN=C2N1CCN(C2)C#N